OC1=CC=C(C=C1)C(C)(C1=CC=C(C=C1)O)C1=CC=C(C=C1)O 1,1,1-Tri-(4-hydroxyphenyl)-ethan